[C@@H]12N(C[C@H](CC1)C2)C[C@@H](C2=CC=CC=C2)NC2=NC(=NC=1CC[C@H](CC21)C2=CC=CC=C2)N([C@H](CC)C2CCC(CC2)C(=O)O)C (1R,4r)-4-((1R)-1-(((6R)-4-(((1R)-2-(2-azabicyclo[2.2.1]heptan-2-yl)-1-phenylethyl)amino)-6-phenyl-5,6,7,8-tetrahydroquinazolin-2-yl)(methyl)amino)propyl)cyclohexane-1-carboxylic acid